C(C(=C)C)(=O)OC1(CC(=CC=C1)C)C 3-xylenyl methacrylate